N-(1-Methylpiperidin-4-yl)-2'-(5-phenyl-1H-imidazol-2-yl)-3,4'-bipyridin-5-amin CN1CCC(CC1)NC=1C=C(C=NC1)C1=CC(=NC=C1)C=1NC(=CN1)C1=CC=CC=C1